1-(2-bromo-4-fluorophenyl)-2,2-dihydroxyethan-1-one BrC1=C(C=CC(=C1)F)C(C(O)O)=O